6-[2-(2,2-difluoroethoxy)phenyl]-2-(2,2-difluoroethyl)-5-oxo-N-[6-(1,1,3,3-tetrafluoro-2-hydroxypropan-2-yl)pyridin-3-yl]-2,5-dihydropyridazine-4-carboxamide FC(COC1=C(C=CC=C1)C=1C(C(=CN(N1)CC(F)F)C(=O)NC=1C=NC(=CC1)C(C(F)F)(C(F)F)O)=O)F